3-(((S)-10-Hydroxy-7-((R)-2-phenylpiperazine-1-carbonyl)-7-azaspiro[4.5]decan-10-yl)methyl)-6-(5-methoxythiophen-2-yl)pyrimidin-4(3H)-one O[C@]1(CCN(CC12CCCC2)C(=O)N2[C@@H](CNCC2)C2=CC=CC=C2)CN2C=NC(=CC2=O)C=2SC(=CC2)OC